(E)-4-(3-(2-(5-bromo-1H-indole-2-carbonyl)hydrazino)-3-oxoprop-1-en-1-yl)-1-hexylpyridin BrC=1C=C2C=C(NC2=CC1)C(=O)NNC(/C=C/C1=CCN(C=C1)CCCCCC)=O